C(=O)O.ClC1=C(C(=O)N2CCN(CC2)C(=O)N[C@@H]2CNCC2)C=CC(=C1)NC=1C=2N(C=CN1)C(=CN2)C=2C(=NNC2)C(F)(F)F 4-[2-chloro-4-[[3-[3-(trifluoromethyl)-1H-pyrazol-4-yl]imidazo[1,2-a]pyrazin-8-yl]amino]benzoyl]-N-[(3S)-pyrrolidin-3-yl]piperazine-1-carboxamide formate